CC1=C(C=2N(C=C1C=1NC3=CC=C(C=C3C1C(C)C)C1CCC(CC1)N(C)C)N=CN2)C 4-(2-(7,8-Dimethyl-[1,2,4]triazolo[1,5-a]pyridin-6-yl)-3-isopropyl-1H-indol-5-yl)-N,N-dimethylcyclohexan-1-amin